C(C)(C)(C)C1=CC=C(C=C1)N(C(=O)[C@@H]1NC[C@@H](C1)OC)C(C(=O)NC1CCC(CC1)(F)F)(C)C=1C=NC=CC1 (2R,4R)-N-(4-(tert-butyl)phenyl)-N-(1-((4,4-difluorocyclohexyl)amino)-1-oxo-2-(pyridin-3-yl)propan-2-yl)-4-methoxypyrrolidine-2-carboxamide